N(=C=O)CCC[Si](OCC)(OCC)OCC 3-Isocyanatopropyltriethoxysilan